ON=C1C(NC2=CC=CC=C12)=C1C(NC2=CC=CC=C12)=O 3-[1,3-dihydro-3-(hydroxyimino)-2H-indol-2-ylidene]-1,3-dihydro-2H-indol-2-one